ClC1=C(C=C(OCC(=O)N[C@H]2CC[C@@H](NC2)C(=O)NC2=C(C(=CC=C2)C(F)(F)F)F)C=C1)F (2R,5S)-5-[2-(4-chloro-3-fluorophenoxy)acetamido]-N-[2-fluoro-3-(trifluoromethyl)phenyl]piperidine-2-carboxamide